C(C)(C)C1=CC=C(CC2=CC=C3COC4(OC(C(C(C4O)O)O)C)C3=C2)C=C1 6-(4-isopropylbenzyl)-6'-methyl-3',4',5',6'-tetrahydro-3H-spiro[isobenzofuran-1,2'-pyran]-3',4',5'-triol